OC(=O)C(F)(F)F.ClC=1C(=CC(=NC1)NC1CCNCC1)C1=CC=C2C=NN(C2=C1)C(C)C 5-chloro-4-(1-isopropyl-1H-indazol-6-yl)-N-(piperidin-4-yl)pyridin-2-amine TFA salt